C(C)(C)OC(=O)C=1C(=NC=NC1)NC12CC(C1)C2 4-(bicyclo[1.1.1]pentan-1-ylamino)pyrimidine-5-carboxylic acid isopropyl ester